CC(C)(C#CC1=CC=CC=C1)N 2-methyl-4-phenyl-3-butyne-2-amine